12-oxo-dodecanoic acid benzyl ester C(C1=CC=CC=C1)OC(CCCCCCCCCCC=O)=O